C(C)(C)(C)OC(N(C1=CC(=CC=C1)[N+](=O)[O-])C1=CC(=NC=2N1N=CC2C(C)C)N[C@H]2CNC(CC2)(C)C)=O (R)-(5-((6,6-dimethylpiperidine-3-yl)amino)-3-isopropylpyrazolo[1,5-a]pyrimidin-7-yl)(3-nitrophenyl)carbamic acid tert-butyl ester